2-{7-[(7S)-4-azaspiro[2.5]oct-7-yl]-7H-pyrrolo[2,3-c]pyridazin-3-yl}-5-(1H-1,2,3-triazol-1-yl)phenol C1CC12NCC[C@@H](C2)N2C=CC1=C2N=NC(=C1)C1=C(C=C(C=C1)N1N=NC=C1)O